CC1=CC=C(C=C1)S(=O)(=O)N(C1=CC=CC=C1)C#CC(C)CC N-p-toluenesulfonyl-2-(2-butyl)ethynylaniline